aminofluorobenzoic acid NC=1C(=C(C(=O)O)C=CC1)F